C(C)(=O)N[C@H]1[C@@H](S)O[C@@H]([C@H]([C@@H]1O)O)CO 2-N-acetyl-1-thio-α-D-glucosamine